FC(C1CCC(CC1)NC(=O)C1=NC(=NC(=C1)C(F)(F)F)C1=CN=CN1C)F N-((1r,4r)-4-(difluoromethyl)cyclohexyl)-2-(1-methyl-1H-imidazol-5-yl)-6-(trifluoromethyl)pyrimidine-4-carboxamide